8,8-dimethoxy-2,7-dimethyl-2,4,6-octtrienol COC(C(=CC=CC=C(CO)C)C)OC